FC1(CN(CC[C@H]1NC1=NN2C(C(=N1)OC)=C(C(=C2)F)C=2C=CC1=C(N(N=N1)CC(F)F)C2)C)F (R)-N-(3,3-difluoro-1-methylpiperidin-4-yl)-5-(1-(2,2-difluoroethyl)-1H-benzo[d][1,2,3]triazol-6-yl)-6-fluoro-4-methoxypyrrolo[2,1-f][1,2,4]triazin-2-amine